1-[4-cyclopropyl-2-(trifluoromethyl)phenyl]-N-[(3R)-1-methylpiperidin-3-yl]pyrrolo[1,2-d][1,2,4]triazin-4-amine C1(CC1)C1=CC(=C(C=C1)C=1C=2N(C(=NN1)N[C@H]1CN(CCC1)C)C=CC2)C(F)(F)F